C(C)(C)(C)C1=C(C=CC(=C1)F)NC1=C(C(=O)OCC)C=CC(=C1)C(F)(F)F ethyl 2-((2-(tert-butyl)-4-fluorophenyl)-amino)-4-(tri-fluoromethyl)-benzoate